FC1=C(C=C(C#N)C=C1)OC1=C2C=NNC2=C(C=C1)S(=O)(=O)C(F)(F)F 4-fluoro-3-[(7-trifluoromethanesulfonyl-1H-indazol-4-yl)oxy]benzonitrile